C(CC#C)NC(=O)C1CCN(CC1)CC1=CC(=CC(=C1)O)C=1C(=NOC1C)C N-(but-3-yn-1-yl)-1-(3-(3,5-Dimethylisoxazol-4-yl)-5-hydroxybenzyl)piperidine-4-carboxamide